N-((1-methyl-3-oxo-2,3,5,6,7,8-hexahydroisoquinolin-4-yl)methyl)-4-(trifluoromethoxy)benzamide CC=1NC(C(=C2CCCCC12)CNC(C1=CC=C(C=C1)OC(F)(F)F)=O)=O